5-(3-((2-chloro-4-(trifluoromethyl)phenoxy)methyl)phenyl)-1H-1,2,3,4-tetrazole ClC1=C(OCC=2C=C(C=CC2)C2=NN=NN2)C=CC(=C1)C(F)(F)F